CN1C(=CC(=C1)C1=CC=C(C=C1)C1CCNCC1)C(=O)N[C@H](C)C1=CC=CC2=CC=CC=C12 1-methyl-N-[(1R)-1-(1-naphthyl)ethyl]-4-[4-(4-piperidinyl)phenyl]pyrrole-2-carboxamide